C/C=C(\\C)/C(=O)SCCNC(=O)CCNC(=O)[C@@H](C(C)(C)COP(=O)(O)OP(=O)(O)OC[C@@H]1[C@H]([C@H]([C@@H](O1)N2C=NC3=C(N=CN=C32)N)O)OP(=O)(O)O)O The molecule is a 2-enoyl-CoA and a monounsaturated fatty acyl-CoA. It derives from a but-2-enoyl-CoA and a tiglic acid. It is a conjugate acid of a 2-methylcrotonoyl-CoA(4-).